Methyl 4-methyl-3-((4-methylthiazol-2-yl)amino)benzoate CC1=C(C=C(C(=O)OC)C=C1)NC=1SC=C(N1)C